FC1=CC=C(C=C1)N1N=CC2=CC(=C(C=C12)C)N1C(CN(CC1)S(=O)(=O)C=1C=NN(C1)CCC)=O 1-(1-(4-fluorophenyl)-6-methyl-1H-indazol-5-yl)-4-((1-propyl-1H-pyrazol-4-yl)sulfonyl)piperazin-2-one